(2S,4R)-N-[(S) or (R)-(5-cyclopropyl-6-fluoropyridin-2-yl)(2-fluorophenyl)methyl]-1-{2-[5-(difluoromethyl)-1H-1,2,3,4-tetrazol-1-yl]acetyl}-4-fluoropyrrolidine-2-carboxamide C1(CC1)C=1C=CC(=NC1F)[C@@H](NC(=O)[C@H]1N(C[C@@H](C1)F)C(CN1N=NN=C1C(F)F)=O)C1=C(C=CC=C1)F |o1:10|